4-((tert-butyldimethylsilyl)oxy)cyclohexanone [Si](C)(C)(C(C)(C)C)OC1CCC(CC1)=O